3-[[4-[(2R)-4,4-dimethyl-2-[(5-morpholinopyrimidin-2-yl)methylamino]pentoxy]-6-(2-isopropyl-6-methyl-phenyl)pyrimidin-2-yl]sulfamoyl]benzoic acid CC(C[C@H](COC1=NC(=NC(=C1)C1=C(C=CC=C1C)C(C)C)NS(=O)(=O)C=1C=C(C(=O)O)C=CC1)NCC1=NC=C(C=N1)N1CCOCC1)(C)C